C(CC)OC(C=CC[Si](OC)(OC)OC)=O 3-(trimethoxysilyl)methyl-acrylic acid propyl ester